6-chloro-8-(2,4-difluorophenyl)-2,3-dimethylpyrido[2,3-b]pyrazine ClC=1C=C(C=2C(=NC(=C(N2)C)C)N1)C1=C(C=C(C=C1)F)F